C(C)(C)(C)N[C@H]1CN(CC1)C1=CC=C(N=N1)C1=C(C=C2C=CN(C(C2=C1)=O)C)O 7-{6-[(3R)-3-(tert-butylamino)pyrrolidin-1-yl]pyridazin-3-yl}-6-hydroxy-2-methylisoquinolin-1-one